2-Diethylamino-N-(2,6-dimethylphenyl)acetamid C(C)N(CC(=O)NC1=C(C=CC=C1C)C)CC